iron-chromium water O.[Cr].[Fe]